2-[3-(Aminomethyl)-3-methylsulfonyl-1-piperidinyl]-N-(5-cyclopropyl-1H-pyrazol-3-yl)pyrimidin-4-amine NCC1(CN(CCC1)C1=NC=CC(=N1)NC1=NNC(=C1)C1CC1)S(=O)(=O)C